1-[9H-fluoren-9-ylmethoxycarbonyl(methyl)amino]cyclopentane-carboxylic acid C1=CC=CC=2C3=CC=CC=C3C(C12)COC(=O)N(C1(CCCC1)C(=O)O)C